5-Bromo(chloro)-2-methylpyrimidine BrC=1C(=NC(=NC1)C)Cl